5-Amino-1-isopropyl-3-(4-(2-oxo-2-((5-(tetrahydro-2H-pyran-4-yl)isoxazol-3-yl)amino)ethyl)phenyl)-1H-pyrazole-4-carboxamide NC1=C(C(=NN1C(C)C)C1=CC=C(C=C1)CC(NC1=NOC(=C1)C1CCOCC1)=O)C(=O)N